[Si](C)(C)(C(C)(C)C)OCCCCOCC1=C(C=CC(=C1)[N+](=O)[O-])N1CCN(CC1)C 1-[2-({4-[(tert-butyldimethylsilyl)oxy]butoxy}methyl)-4-nitrophenyl]-4-methylpiperazine